2-((5-amino-7-methoxy-[1,2,4]triazolo[1,5-c]quinazolin-2-yl)methyl)-2-methylpropane-1,3-diol NC1=NC=2C(=CC=CC2C=2N1N=C(N2)CC(CO)(CO)C)OC